(3Z)-17-chloro-3-heptadecene-1-ol ClCCCCCCCCCCCCC\C=C/CCO